(4-amino-1-bromo-7-fluoroimidazo[1,5-a]quinoxalin-8-yl)((2S,4aS,9aR)-2-methyl-7-(trifluoromethyl)-2,3,9,9a-tetrahydroindeno[2,1-b][1,4]oxazin-4(4aH)-yl)methanone NC=1C=2N(C3=CC(=C(C=C3N1)F)C(=O)N1[C@@H]3[C@H](O[C@H](C1)C)CC=1C=C(C=CC13)C(F)(F)F)C(=NC2)Br